(3S)-N-butyl-3-{[5-(3,5-difluoro-2,6-dimethoxyphenyl)-1-(2-methylpropyl)-1H-pyrazol-3-yl]formamido}-5-methylhexanamide C(CCC)NC(C[C@H](CC(C)C)NC(=O)C1=NN(C(=C1)C1=C(C(=CC(=C1OC)F)F)OC)CC(C)C)=O